C1(CCCC1)NC=1C2=C(N=C(N1)C#N)CCCN2 4-(cyclopentylamino)-5,6,7,8-tetrahydropyrido[3,2-d]pyrimidine-2-carbonitrile